6-(1-((2,3-dihydrobenzofuran-5-yl-2,2,3,3-d4)sulfonyl)piperidin-4-yl)-2,7-dimethyl-[1,2,4]triazolo[1,5-a]pyridine O1C(C(C2=C1C=CC(=C2)S(=O)(=O)N2CCC(CC2)C=2C(=CC=1N(C2)N=C(N1)C)C)([2H])[2H])([2H])[2H]